2-(2-(2,6-dioxopiperidin-3-yl)-1-oxoisoindoline-5-carbonyl)-4-fluoroisoindoline-5-carbonitrile O=C1NC(CCC1N1C(C2=CC=C(C=C2C1)C(=O)N1CC2=CC=C(C(=C2C1)F)C#N)=O)=O